tetraphenyl-phosphorus hydroxide C1(=CC=CC=C1)P(C1=CC=CC=C1)(C1=CC=CC=C1)(C1=CC=CC=C1)O